CC(C=CC=O)CC=C(C)C 4,7-dimethylocta-2,6-dienal